(+)-trans-6-[2-[2-fluoro-4-(trifluoromethyl)phenoxy]-7-azaspiro[3.5]nonane-7-carbonyl]-4,4a,5,7,8,8a-hexahydropyrido[4,3-b][1,4]oxazin-3-one FC1=C(OC2CC3(C2)CCN(CC3)C(=O)N3C[C@@H]2[C@H](OCC(N2)=O)CC3)C=CC(=C1)C(F)(F)F